BrC1=CC(=C(C(=C1)[N+](=O)[O-])N[C@H]1[C@H](CCCC1)NC(=O)C1=CC(NC2=CC=C(C=C12)F)=O)C(NC)=O N-((1S,2R)-2-((4-bromo-2-(methylcarbamoyl)-6-nitrophenyl)amino)cyclohexyl)-6-fluoro-2-oxo-1,2-dihydroquinoline-4-carboxamide